BrC1=CC=C2C(=CN(C2=C1)C)S(=O)(=O)C=1C=CC(=C(C1)N1CCNCC1)OC 4-(5-((6-bromo-1-methyl-1H-indol-3-yl)sulfonyl)-2-methoxyphenyl)piperazine